O=C1NC(CCC1C=1C=CC(=NC1)N1CCN(CC1)CC(=O)N1CCC(CC1)C(=O)OC(C)(C)C)=O tert-butyl 1-(2-(4-(5-(2,6-dioxopiperidin-3-yl)pyridin-2-yl)piperazin-1-yl)acetyl)piperidine-4-carboxylate